(1R,2R)-2-(4-sulfamoylphenyl)cyclopropanecarboxamide S(N)(=O)(=O)C1=CC=C(C=C1)[C@H]1[C@@H](C1)C(=O)N